4-[(3-Ethyloxetan-3-yl)methoxy]butan-1-ol C(C)C1(COC1)COCCCCO